FC1=C(C=CC=2SC=CC21)CNC(=O)[C@H]2NCCN(C2)C=2C=1C(N=CN2)=NN(C1)C1=CC=C(C=C1)C(F)(F)F (S)-N-((4-fluorobenzo[b]thiophen-5-yl)methyl)-4-(2-(4-(trifluoromethyl)phenyl)-2H-pyrazolo[3,4-d]pyrimidin-4-yl)piperazine-2-carboxamide